2-(5-Trimethylsilylpent-4-ynylamino)-1,3-thiazole-4-carboxylic acid methyl ester COC(=O)C=1N=C(SC1)NCCCC#C[Si](C)(C)C